C1OCC12CC(C2)OC=2C(=NC(=CC2)Br)CN(C)C 1-(3-((2-oxaspiro[3.3]heptan-6-yl)oxy)-6-bromopyridin-2-yl)-N,N-dimethylmethylamine